C(N)(=O)C=1C=C(C=CC1)NC(=O)[C@H]1O[C@@]([C@@H]([C@@H]1C1=C(C(=C(C=C1)F)F)OC(F)F)C)(C(F)(F)F)C (2S,3R,4R,5S)-N-(3-Carbamoylphenyl)-3-[2-(Difluoromethoxy)-3,4-difluoro-phenyl]-4,5-dimethyl-5-(trifluoromethyl)tetrahydrofuran-2-carboxamid